1,6-dihydro-[2,3'-bipyridine]-5-carboxamide N1C(=CC=C(C1)C(=O)N)C=1C=NC=CC1